1,1-bis(4-fluorophenyl)acetone FC1=CC=C(C=C1)C(C(=O)C)C1=CC=C(C=C1)F